CC(CCCCCC)S β-octyl mercaptan